C(#N)[C@H]1N([C@H]2C[C@H]2C1)C(CC1=NC2=CC=C(C=C2C(=C1)C(=O)N)CF)=O (2-((1S,3S,5S)-3-cyano-2-azabicyclo[3.1.0]hex-2-yl)-2-oxoethyl)-6-(fluoromethyl)quinoline-4-carboxamide